3-HYDROXY-2-METHYLHEXANOIC ACID OC(C(C(=O)O)C)CCC